(3-(3-Cyclopropyl-1,2,4-thiadiazol-5-yl)-8-(2-methoxyethyl)-5,6-dihydro-[1,2,4]triazolo[4,3-a]pyrazin-7(8H)-yl)(4-(thiophen-2-yl)phenyl)methanone C1(CC1)C1=NSC(=N1)C1=NN=C2N1CCN(C2CCOC)C(=O)C2=CC=C(C=C2)C=2SC=CC2